3-(2-(2-(7-phenyl-2,7-diazaspiro[4.4]nonan-2-yl)isonicotinamido)ethoxy)-propanoic acid C1(=CC=CC=C1)N1CC2(CCN(C2)C=2C=C(C(=O)NCCOCCC(=O)O)C=CN2)CC1